C(=O)O.N[C@@H]1[C@H](CCCC1)C1=C(C2=NC(=CC(=C2S1)NCC1=CC=CC=C1)Cl)C#CC 2-((1s,2s)-2-aminocyclohexyl)-N-benzyl-5-chloro-3-(prop-1-yn-1-yl)thieno[3,2-b]pyridin-7-amine formate